C(C)(C)(C)OC(=O)N1CC2=C(CC1)C=1C(=CC(=C(C1OC2=O)C)N2C[C@@H](N(CC2)C)COC)C.C2(=CC=CC=C2)C(C(OS(=O)(=O)C2=CC=C(C=C2)C)C2=CC=CC=C2)=O 1,2-diphenyl-2-(p-tolylsulfonyloxy)ethanone (R)-tert-butyl-8-(3-(methoxymethyl)-4-methylpiperazin-1-yl)-7,10-dimethyl-5-oxo-4,5-dihydro-1H-chromeno[3,4-c]pyridine-3(2H)-carboxylate